2,2,2-trifluoro-N-(4-[hydroxy[3-isopropyl-1-(4-methyl-benzenesulfonyl)indol-5-yl]methyl]-3,5-dimethylphenyl)acetamide FC(C(=O)NC1=CC(=C(C(=C1)C)C(C=1C=C2C(=CN(C2=CC1)S(=O)(=O)C1=CC=C(C=C1)C)C(C)C)O)C)(F)F